4-chloro-3-((3-chloro-5-(trifluoromethyl)pyridin-2-yl)-oxy)aniline ClC1=C(C=C(N)C=C1)OC1=NC=C(C=C1Cl)C(F)(F)F